[C@H]12CN(C[C@H](CC1)N2)C=2C1=C(N=C(N2)OC[C@]23CCCN3C[C@@H](C2)F)C(=C(N=C1F)C1=CC(=CC2=CC=C(C(=C12)C#C)F)O)F 4-(4-((1R,5S)-3,8-diazabicyclo[3.2.1]octan-3-yl)-5,8-difluoro-2-(((2R,7aS)-2-fluorohexahydro-1H-pyrrolizin-7a-yl)methoxy)pyrido[4,3-d]pyrimidin-7-yl)-5-ethynyl-6-fluoronaphthalen-2-ol